nickel-chromium oxide [O-2].[Cr+3].[Ni+2]